C1(=CC=CC=C1)C1(CC2=C(N=C(S2)N)CC1)N1CCCC1 6-phenyl-6-(pyrrolidin-1-yl)-4,5,6,7-tetrahydrobenzothiazol-2-amine